2-{4-[(tert-butyldimethylsilyl)oxy]piperidin-1-yl}ethanol [Si](C)(C)(C(C)(C)C)OC1CCN(CC1)CCO